CC(C1=CC=CC=C1)(C1=CC=CC=C1)Cl methyl-diphenyl-methyl chloride